OC[C@H](C1=CC=CC=C1)NC1=CC(=NC=C1C1=NC(=NO1)C1CCN(CC1)C)NC1=CC=C2C(=N1)CN(C2=O)CC=C 2-[(4-{[(1S)-2-hydroxy-1-phenylethyl]amino}-5-[3-(1-methylpiperidin-4-yl)-1,2,4-oxadiazol-5-yl]pyridin-2-yl)amino]-6-(prop-2-en-1-yl)-7H-pyrrolo[3,4-b]pyridin-5-one